C(C)(C)(C)OC(=O)N(CCOC1=CC=C(C(=O)NCC=2C=CC(=C(C(=O)OC)C2)F)C=C1)C Methyl 5-((4-(2-((tert-butoxycarbonyl)(methyl)amino)ethoxy)benzamido)methyl)-2-fluorobenzoate